ClC1=CC(=C(C=N1)C(=O)OC)OC methyl 6-chloro-4-methoxypyridine-3-carboxylate